COC1=C(N)C=C(C=C1)CC 2-methoxy-5-ethyl-aniline